(R,E)-3-(2-(dimethylamino)ethylidene)-1-(4-((3-fluoro-2-methyl-4-((1-methyl-1H-benzo[d][1,2,3]triazol-5-yl)oxy)phenyl)amino)pyrido[3,4-d]pyrimidin-6-yl)-4-methylpyrrolidin-2-one CN(C\C=C/1\C(N(C[C@@H]1C)C1=CC2=C(N=CN=C2NC2=C(C(=C(C=C2)OC2=CC3=C(N(N=N3)C)C=C2)F)C)C=N1)=O)C